methyl (E)-3-(3-(((4-(5-methyl-1,2,4-oxadiazol-3-yl)bicyclo[2.2.2]octan-1-yl)methyl)amino)phenyl)acrylate CC1=NC(=NO1)C12CCC(CC1)(CC2)CNC=2C=C(C=CC2)/C=C/C(=O)OC